N-(5-bromo-1H-indol-3-yl)propionamide BrC=1C=C2C(=CNC2=CC1)NC(CC)=O